ClC=1C=C(C=CC1F)C(O)(C=1N(C(=C(N1)S(=O)(=O)C)C)COCC[Si](C)(C)C)C1COC2=CC=CC=C2C1 (3-chloro-4-fluorophenyl)(chroman-3-yl)(5-methyl-4-(methylsulfonyl)-1-((2-(trimethyl-silyl)ethoxy)methyl)-1H-imidazol-2-yl)methanol